2-(diethylamino)ethyl-2,4-dimethyl-1H-pyrrole-3-carboxamide C(C)N(CCN1C(=C(C(=C1)C)C(=O)N)C)CC